N[C@H](C(=O)O)CC=1C=CC(=NC1)C=1C=NC=C(C1)O (S)-2-amino-3-(5'-hydroxy-[2,3'-bipyridin]-5-yl)propanoic acid